ClC=1C=C2C(=NC(=NC2=C(C1C1=C(C=CC=C1F)O)F)OCC1N(CCC1)C)N1CC=2N(CC1)C(=NC2)C=C 2-(6-chloro-8-fluoro-2-((1-methylpyrrolidin-2-yl)methoxy)-4-(3-vinyl-5,6-dihydroimidazo[1,5-a]pyrazin-7(8H)-yl)quinazolin-7-yl)-3-fluorophenol